fluoroether carbon [C].FOF